C1(=CC=CC=C1)P(=O)(C1=CC=CC=C1)C1=C(O)C=CC(=C1)O 2-(diphenylphosphoryl)hydroquinone